bis-ammonium formate C(=O)[O-].[NH4+].[NH4+].C(=O)[O-]